C(C)O[Si](CCCCCCCCCCCCNCCN)(OCC)OCC N1-[12-(triethoxysilyl)dodecyl]-1,2-ethanediamine